C(CCCCCCCCCCC)SC(=CC1=CC=CC=C1)C1=CC=CC=C1 (E)-dodecyl-(1,2-diphenylvinyl) sulfide